2-(5-fluoro-2-(5-(piperidin-1-yl)-4-(1-(2,2,2-trifluoroethyl)-1H-indazole-3-carboxamido)picolinamido)phenyl)acetic acid FC=1C=CC(=C(C1)CC(=O)O)NC(C1=NC=C(C(=C1)NC(=O)C1=NN(C2=CC=CC=C12)CC(F)(F)F)N1CCCCC1)=O